ClC1=C(C=CC=C1)S(=O)(=O)NC1=NC(=C(C=C1)C=1C=C2C=NC(=NC2=C(C1)C(C)(F)F)NC1CCC(CC1)N(C)C)C 2-chloro-N-(5-(8-(1,1-difluoroethyl)-2-(((1r,4r)-4-(dimethylamino)cyclohexyl)amino)quinazolin-6-yl)-6-methylpyridin-2-yl)benzenesulfonamide